3-bromo-4-[(2,4-difluorobenzyl)oxy]-1-(1H-indazol-5-ylmethyl)-6-methylpyridin-2(1H)-one trifluoroacetate FC(C(=O)O)(F)F.BrC=1C(N(C(=CC1OCC1=C(C=C(C=C1)F)F)C)CC=1C=C2C=NNC2=CC1)=O